Cl.Cl.Cl.N1C(=NC2=C1C=CC=C2)CNCCC=2SC=C(N2)C(=O)NCC=2C=NC=CC2 2-{2-[(1H-1,3-Benzodiazol-2-ylmethyl)amino]ethyl}-N-(pyridin-3-ylmethyl)-1,3-thiazole-4-carboxamide trihydrochloride